methyl bromide triphenylphosphine salt C1(=CC=CC=C1)P(C1=CC=CC=C1)C1=CC=CC=C1.CBr